N-((5-methyl-6-(thiazol-4-ylmethoxy)-1H-indol-2-yl)methyl)propionamide CC=1C=C2C=C(NC2=CC1OCC=1N=CSC1)CNC(CC)=O